7-(benzo[b]thiophen-6-yl)-2-(hydroxymethyl)-N-(isoquinolin-6-yl)-5-methyl-4,7-dihydropyrazolo[1,5-a]pyrimidine-6-carboxamide S1C2=C(C=C1)C=CC(=C2)C2C(=C(NC=1N2N=C(C1)CO)C)C(=O)NC=1C=C2C=CN=CC2=CC1